C1(CC1)N(CCO)C=1C2=C(N=C(N1)SC)C(=C(N=C2Cl)Cl)F 2-(cyclopropyl(5,7-dichloro-8-fluoro-2-(methylthio)pyrido[4,3-d]pyrimidin-4-yl)amino)ethan-1-ol